4-(5-(1-Cyanopyrrolidin-3-yl)-1H-pyrazol-3-yl)benzamide C(#N)N1CC(CC1)C1=CC(=NN1)C1=CC=C(C(=O)N)C=C1